2-[(3-chloro-4-fluorophenyl)-[[1-(1,1-difluoroethyl)cyclobutyl]methoxy]methyl]-5-methyl-4-methylsulfonyl-1H-imidazole ClC=1C=C(C=CC1F)C(C=1NC(=C(N1)S(=O)(=O)C)C)OCC1(CCC1)C(C)(F)F